C(C1=CC=CC=C1)OC1=CC2=C(C=N1)N=C(N2C)C(=O)NC2(CCS(CC2)(=O)=O)C 6-(benzyloxy)-1-methyl-N-(4-methyl-1,1-dioxidotetrahydro-2H-thiopyran-4-yl)-imidazo[4,5-c]pyridine-2-carboxamide